P(=O)(OC(C)(C)C)(OC(C)(C)C)[O-] bis-tertbutyl phosphate